(1R,3S)-3-(5-((2-(2-(3-aminobicyclo[1.1.1]pentan-1-yl)ethyl)-6-(difluoromethyl)pyridin-4-yl)amino)-1-(tert-butyl)-1H-pyrazol-3-yl)cyclopentyl (4-nitrophenyl) carbonate C(O[C@H]1C[C@H](CC1)C1=NN(C(=C1)NC1=CC(=NC(=C1)C(F)F)CCC12CC(C1)(C2)N)C(C)(C)C)(OC2=CC=C(C=C2)[N+](=O)[O-])=O